CN(S(=O)(=O)C1=CC=C(C=C1)S(=O)(=O)NC1=NN(C=C1C1CCN(CC1)C(=O)OCCCC)C)C butyl 4-(3-((4-(N,N-dimethylsulfamoyl)phenyl)sulfonamido)-1-methyl-1H-pyrazol-4-yl)piperidine-1-carboxylate